C(CC)C(CO)CC 2-propyl-1-butanol